N-methyl-1-Phenylmethylamine CNCC1=CC=CC=C1